dimethyl-(octadecyl)silanol C[Si](O)(CCCCCCCCCCCCCCCCCC)C